C(C)(=O)[O-].N=C1[NH2+]C(C2=CC=CC=C12)=N 1,3-diiminoisoindolinium acetate